3,3-diamino-4,4-dihydroxybiphenyl NC1(C=C(C=CC1(O)O)C1=CC=CC=C1)N